magnesium dibutoxide [O-]CCCC.[O-]CCCC.[Mg+2]